CC(C)OC1=C(OC2=C(C1=O)C=CC=C2)C2=CC=CC=C2 (1-methylethoxy)-2-phenyl-4H-1-benzopyran-4-one